monobromoferrocene Br[C-]1C=CC=C1.[CH-]1C=CC=C1.[Fe+2]